4-chloroquinoline ClC1=CC=NC2=CC=CC=C12